(S)-(4-(benzo[d]thiazol-2-yl)-7,8-dihydroimidazo[4,5-c]azepin-5(1H,4H,6H)-yl)(2-(2-hydroxypropan-2-yl)-4-(trifluoromethyl)oxazol-5-yl)methanone S1C(=NC2=C1C=CC=C2)[C@H]2N(CCCC1=C2N=CN1)C(=O)C1=C(N=C(O1)C(C)(C)O)C(F)(F)F